[SiH2]=C Silaethylene